O1CCOC2=NC=C(C=C21)[C@@H](CC(=O)O)N2N=C(C=C2)CCCC2=NC=1NCCCC1C=C2 (R)-3-(2,3-dihydro-[1,4]dioxino[2,3-b]pyridin-7-yl)-3-(3-(3-(5,6,7,8-tetrahydro-1,8-naphthyridin-2-yl)propyl)-1H-pyrazol-1-yl)propionic acid